O=C(CN1N=C(N=C1)C#N)N1CC2=CC=C(C=C2C1)C=1C=NC=CC1C(F)(F)F 1-(2-oxo-2-(5-(4-(trifluoromethyl)pyridin-3-yl)isoindolin-2-yl)ethyl)-1H-1,2,4-triazole-3-carbonitrile